C(C)(C)(C)OC(=O)N(C(OC(C)(C)C)=O)C1=NC=CC2=CC(=CC=C12)CNC(=O)C=1SC(=C(C1)C)CN1CCN(CCC1)C1=CC=NC=C1 tert-butyl N-tert-butoxycarbonyl-N-[6-[[[4-methyl-5-[[4-(4-pyridyl)-1,4-diazepan-1-yl]methyl]thiophene-2-carbonyl]amino]methyl]-1-isoquinolyl]carbamate